((1,2,2,4-tetramethyl-1,2-dihydroquinolin-6-yl)oxy)heptan-2-one CN1C(C=C(C2=CC(=CC=C12)OCC(CCCCC)=O)C)(C)C